FC=1C=C(C=NC1C=1N(C=C(N1)C(F)(F)F)C(C)C)CO [5-fluoro-6-[1-isopropyl-4-(trifluoromethyl)imidazol-2-yl]-3-pyridyl]methanol